C(C)(C)(C)OC(=O)N1N=CC[C@H]1C1=CC=C(C=C1)Cl.C(C)C1CCCC2CCCCC12 1-Ethyl-decalin tert-butyl-(S)-5-(4-chlorophenyl)-4,5-dihydro-1H-pyrazole-1-carboxylate